1-[[4-[5-(trifluoromethyl)-1,2,4-oxadiazol-3-yl]phenyl]methyl]-1,2,4-triazole-3-carbonitrile FC(C1=NC(=NO1)C1=CC=C(C=C1)CN1N=C(N=C1)C#N)(F)F